8-bromo-6-chloro-3-cyclopropyl-2-(tetrahydro-2H-pyran-4-yl)quinazolin-4(3H)-one BrC=1C=C(C=C2C(N(C(=NC12)C1CCOCC1)C1CC1)=O)Cl